C(#N)NC(=O)NC=1C=C(C2=C(CCO2)C1C#N)C1=CC=C(C=C1)C(C)C 1-cyano-3-[4-cyano-7-(4-isopropylphenyl)-2,3-dihydrobenzofuran-5-yl]urea